C(C)(C)(C)OC(=O)NC1=C(C=CC=C1)N N-tert-butoxycarbonyl-1,2-phenylenediamine